OC1=CC(=NC=C1)C(=O)OCC ethyl 4-hydroxypicolinate